CS(=O)(=O)OCC1=NC=C(N=C1)C(F)(F)F (5-(trifluoromethyl)pyrazin-2-yl)methyl methanesulfonate